OCC(CO)(C)NC(=O)C1=C(C=C2C=CC(=CN12)OCC1=CN=C(S1)C)C N-(1,3-dihydroxy-2-methylpropan-2-yl)-2-methyl-6-[(2-methyl-1,3-thiazol-5-yl)methoxy]-indolizine-3-carboxamide